B([O-])([O-])[O-].[Li+].C(C(=O)F)(=O)F.[Li+].[Li+] difluorooxalic acid lithium borate salt